ClC=1C=C(C=C(C1)F)N(C(C)=O)C1=NC=CC(=C1)[N+](=O)[O-] N-(3-chloro-5-fluorophenyl)-N-(4-nitropyridin-2-yl)acetamide